N-(3-chloro-2-methylpyridin-4-yl)-6-(1H-imidazol-1-yl)picolinamide ClC=1C(=NC=CC1NC(C1=NC(=CC=C1)N1C=NC=C1)=O)C